ClC1=C(C=C(C=C1)C1=CN(C(C=C1)=O)C(C)C)C[C@@H](C(=O)NC1=CC=C(C=C1)C1=NN=CN1C)NC(=O)C1(CC1)C(F)(F)F N-[(1S)-1-[[2-chloro-5-(1-isopropyl-6-oxo-3-pyridyl)phenyl]methyl]-2-[4-(4-methyl-1,2,4-triazol-3-yl)anilino]-2-oxo-ethyl]-1-(trifluoromethyl)cyclopropanecarboxamide